tert-Butyl (3aR,5s,6aS)-5-((6-(2-chloro-5-fluorophenyl)pyridazin-3-yl)amino)hexahydrocyclopenta[c]pyrrole-2(1H)-carboxylate ClC1=C(C=C(C=C1)F)C1=CC=C(N=N1)NC1C[C@@H]2[C@@H](CN(C2)C(=O)OC(C)(C)C)C1